COC1=C(C=CC(=C1)OC)CNC(C(=O)OC)C1CN(C1)C(=O)OCCCC butyl 3-[1-[(2,4-dimethoxyphenyl)methylamino]-2-methoxy-2-oxo-ethyl]azetidine-1-carboxylate